(E)-1-(4-(benzyloxy)-2-hydroxyphenyl)-3-(4-(benzyloxy)-3-(trifluoromethyl)phenyl)prop-2-en-1-one C(C1=CC=CC=C1)OC1=CC(=C(C=C1)C(\C=C\C1=CC(=C(C=C1)OCC1=CC=CC=C1)C(F)(F)F)=O)O